(R)-3-chloro-6-((6-fluoro-2-methylpyridin-3-yl)oxy)-2-methyl-N-(3-(S-methylsulfonimidoyl)phenyl)-4-(trifluoromethyl)benzamide ClC=1C(=C(C(=O)NC2=CC(=CC=C2)[S@@](=O)(=N)C)C(=CC1C(F)(F)F)OC=1C(=NC(=CC1)F)C)C